1,1-bis(4-aminophenyl)ethane NC1=CC=C(C=C1)C(C)C1=CC=C(C=C1)N